2-(2,4-dimethoxyphenyl)thiazole-5-carbaldehyde COC1=C(C=CC(=C1)OC)C=1SC(=CN1)C=O